2-((1-(4-Propenoyl-2-(isoindol-2-yl)-6-methyl-4H-benzo[b][1,4]oxazin-8-yl)ethyl)amino)benzoic acid C(C=C)(=O)N1C2=C(OC(=C1)N1C=C3C=CC=CC3=C1)C(=CC(=C2)C)C(C)NC2=C(C(=O)O)C=CC=C2